2-(benzylthio)-4-(morpholine-4-carbonyl)benzonitrile C(C1=CC=CC=C1)SC1=C(C#N)C=CC(=C1)C(=O)N1CCOCC1